N-{4-chloro-3-[4-(5-ethynylpyridin-3-yl)-6-oxo-1,6-dihydropyrimidin-2-yl]benzyl}isobutyramide ClC1=C(C=C(CNC(C(C)C)=O)C=C1)C=1NC(C=C(N1)C=1C=NC=C(C1)C#C)=O